SC(CC(=O)NN=C(C)C1=CC=C(OCCCC(=O)ON2C(CCC2=O)=O)C=C1)(C)C 2,5-dioxopyrrolidin-1-yl 4-(4-(1-(2-(3-mercapto-3-methylbutanoyl)hydrazono)ethyl)phenoxy)butanoate